C1(=C(C(=C(C(=C1[2H])[2H])[2H])[2H])[2H])C1=CC(=CC=2NC3=C(C=C(C(=C3C12)[2H])[2H])[2H])[2H] 4-(phenyl-d5)-9H-carbazole-2,5,6,8-d4